CC(=O)N[C@@H]1[C@H](C[C@@](O[C@H]1[C@@H]([C@@H](CO)O[C@@]2(C[C@@H]([C@H]([C@@H](O2)[C@@H]([C@@H](CO)O[C@@]3(C[C@@H]([C@H]([C@@H](O3)[C@@H]([C@@H](CO)O)O)NC(=O)C)O)C(=O)O)O)NC(=O)C)O)C(=O)O)O)(C(=O)O)O[C@H]4[C@H]([C@H](O[C@H]([C@@H]4O)O[C@@H]5[C@H](O[C@H]([C@@H]([C@H]5O)O)O)CO)CO)O)O The molecule is a linear amino pentasaccharide consisting of a chain of three alpha-sialyl residues, a beta-D-galactosyl residue and a beta-D-glucose residue linked sequentially (2->8), (2->8), (2->3) and (1->4). It has a role as an epitope.